C1C(CC12CC1(CCC1)C2)C(=O)NC=2C=CC(=NC2)C=2N=NN(C2NC(O[C@H](C)C=2C(=NC=CC2)Cl)=O)C (R)-1-(2-chloropyridin-3-yl)ethyl (4-(5-(dispiro[3.1.36.14]decane-2-carboxamido)pyridin-2-yl)-1-methyl-1H-1,2,3-triazol-5-yl)carbamate